5-bromo-2-(methylsulfanyl)pyrimidine-4-carboxylic acid BrC=1C(=NC(=NC1)SC)C(=O)O